4-((2-mercaptothieno[2,3-d]pyrimidin-4-yl)amino)benzonitrile SC=1N=C(C2=C(N1)SC=C2)NC2=CC=C(C#N)C=C2